Cl.O1CC(=CC=C1)O pyran-3-ol hydrochloride